N-(2-(4-cyclopropyl-2-(2-(methoxymethyl)-7-methylquinoxalin-5-yl)benzo[d]thiazol-6-yloxy)ethyl)benzenesulfonamide 2-prop-2-enoyloxyethyl-4-(dimethylamino)benzoate C(C=C)(=O)OCCOC(C1=CC=C(C=C1)N(C)C)=O.C1(CC1)C1=CC(=CC2=C1N=C(S2)C2=C1N=CC(=NC1=CC(=C2)C)COC)OCCNS(=O)(=O)C2=CC=CC=C2